phenylpyridazin-3(2H)-one C1(=CC=CC=C1)N1N=CC=CC1=O